C(C)[C@H]1[C@H](CCC1)CC CIS-1,2-DIETHYLCYCLOPENTANE